C(C)N1C[C@H](C(CC1)C)C (3S)-1-ethyl-3,4-dimethylpiperidine